trans-2-pentenic acid C(\C=C\CC)(=O)O